CNC(=O)[C@@H]1C[C@H](C1)NC(OC(C)(C)C)=O trans-tert-butyl ((1r,3r)-3-(methylcarbamoyl)cyclobutyl)carbamate